2-methylamino-1-[3,4-(methylenedioxy)phenyl]-1-butanone CNC(C(=O)C1=CC2=C(C=C1)OCO2)CC